N1(N=CC=C1)C1=CC=C(C=C1)NC1=NC2=CC=CC=C2C=N1 2-((4-(1H-pyrazol-1-yl)phenyl)amino)quinazolin